rac-(7S)-7-tert-butyl-N-[rac-(1R)-3-(4-hydroxy-1-piperidyl)-1-[6-(1H-pyrazol-4-yl)-3-pyridyl]propyl]-5,6,7,8-tetrahydrothiazolo[5,4-b]quinoline-2-carboxamide C(C)(C)(C)[C@@H]1CC=2C=C3C(=NC2CC1)SC(=N3)C(=O)N[C@H](CCN3CCC(CC3)O)C=3C=NC(=CC3)C=3C=NNC3 |r|